CN(C=1C=C(C=NC1)B(O)O)C (5-(dimethylamino)pyridin-3-yl)boronic acid